Cl.CC1=NOC(=C1)CCN 2-(3-Methyl-1,2-oxazol-5-yl)ethan-1-amine HCl